N1(N=CC=C1)C1=C(CNC=2C=3N(N=C(C2)Cl)C(=CN3)C(C)C)C=CC=C1 N-(2-(1H-pyrazol-1-yl)benzyl)-6-chloro-3-isopropylimidazo[1,2-b]pyridazin-8-amine